(R)-4-(8-fluoro-7-methyl-imidazo[1,2-a]pyridin-3-yl)-7-((5-(2-(methoxymeth-yl)morpholino)pyridin-2-yl)amino)isoindolin-1-one FC=1C=2N(C=CC1C)C(=CN2)C2=C1CNC(C1=C(C=C2)NC2=NC=C(C=C2)N2C[C@@H](OCC2)COC)=O